butyl 2-(3,3-difluoro-2-oxoindolin-1-yl)acetate FC1(C(N(C2=CC=CC=C12)CC(=O)OCCCC)=O)F